FOC(F)(F)OF bis(fluorooxy)difluoromethane